(e)-2-(2-(1-trityl-1H-imidazol-4-yl)benzylidene)cyclopentan-1-one C(C1=CC=CC=C1)(C1=CC=CC=C1)(C1=CC=CC=C1)N1C=NC(=C1)C1=C(\C=C/2\C(CCC2)=O)C=CC=C1